(E)-3-(4-Hydroxyphenyl)-1-(2,4,6-trimethylphenyl)prop-2-en-1-one OC1=CC=C(C=C1)/C=C/C(=O)C1=C(C=C(C=C1C)C)C